OCC1=NC2=C(N1)C=CC(=C2)NC2=NC1=C(C=CC=C1C=N2)OC2CCC(CC2)O 4-[(2-{[2-(hydroxymethyl)-1H-benzo[d]imidazol-5-yl]amino}quinazolin-8-yl)oxy]cyclohexanol